FC=1C=C(C=C(C1)C1=NNC2=NC=C(C=C21)C2=CC=C(C=C2)CN2CCOCC2)NC(=O)NC=2C=NC=NC2 1-(3-fluoro-5-(5-(4-(morpholinomethyl)phenyl)-1H-pyrazolo[3,4-b]pyridin-3-yl)phenyl)-3-(pyrimidin-5-yl)urea